propane-1,2,3-triyl tris(4-chloro-4-oxobutanoate) ClC(CCC(=O)OCC(COC(CCC(=O)Cl)=O)OC(CCC(=O)Cl)=O)=O